C(C)(C)(C)OC(=O)N1CCC(CC1)C=1C=NC(=CC1)NC1=NC=C(C(=N1)C1=CC2=C(N(N=C2C=C1)C)C(C)C)F 4-[6-[[5-fluoro-4-(3-isopropyl-2-methyl-2H-indazol-5-yl)pyrimidin-2-yl]amino]-3-pyridinyl]piperidine-1-carboxylic acid tert-butyl ester